(1S,2S,4R,5R)-N-(3,4-dichlorophenyl)-8-oxatricyclo[3.2.1.02,4]oct-6-ene-6-carboxamide ClC=1C=C(C=CC1Cl)NC(=O)C=1[C@H]2[C@@H]3C[C@@H]3[C@@H](C1)O2